[Au].[Pt].[Ni] Nickel-Platinum Gold